(S)-1-(Toluene-4-sulfonyl)-pyrrolidine-2-carboxylic acid (4-chloro-benzyl)-(4-cyano-bicyclo[2.2.2]oct-1-yl)-amide ClC1=CC=C(CN(C(=O)[C@H]2N(CCC2)S(=O)(=O)C2=CC=C(C)C=C2)C23CCC(CC2)(CC3)C#N)C=C1